2-[2-(aminomethyl)-3,3-difluoro-allyl]-4-[[5-[2-(6-morpholino-3-pyridyl)ethynyl]-2-thienyl]methyl]-1,2,4-triazol-3-one NCC(CN1N=CN(C1=O)CC=1SC(=CC1)C#CC=1C=NC(=CC1)N1CCOCC1)=C(F)F